1-(trans-3-(4-(pyridin-3-yl)-1H-1,2,3-triazol-1-yl)-4-((6-(trifluoromethyl)pyridin-3-yl)methoxy)pyrrolidin-1-yl)prop-2-en-1-one N1=CC(=CC=C1)C=1N=NN(C1)[C@@H]1CN(C[C@H]1OCC=1C=NC(=CC1)C(F)(F)F)C(C=C)=O